CC1=C(N=NC(=C1)N[C@H]1CN(CCC1)C)C1=CC=C2CCCC2=C1 (R)-6-(4-Methyl-6-((1-methylpiperidin-3-yl)amino)pyridazin-3-yl)-2,3-dihydro-1H-indene